N=1C=NN2C1C=C(C=C2)OC2=C(C=C(C=C2)NC2=NC=NC1=CC(=C(C=C21)NC(C(=CC=2N(C=CC2)C)F)=O)OCC)C N-(4-((4-([1,2,4]triazolo[1,5-a]pyridin-7-yloxy)-3-methyl-phenyl)amino)-7-ethoxyquinazolin-6-yl)-2-fluoro-3-(1-methylpyrrol-2-yl)acrylamide